Thiophen-3-ylmethyl 2-(4-(dimethylamino)phenyl)thiazole-4-carboxylate CN(C1=CC=C(C=C1)C=1SC=C(N1)C(=O)OCC1=CSC=C1)C